(S)-N-(4-(4-amino-1-methyl-7-(1-(trifluoromethyl)-1H-pyrazol-4-yl)-1H-pyrazolo[4,3-c]pyridin-3-yl)-2-(1-(4-fluorophenyl)ethoxy)phenyl)-1,1-difluoromethanesulfonamide NC1=NC=C(C2=C1C(=NN2C)C2=CC(=C(C=C2)NS(=O)(=O)C(F)F)O[C@@H](C)C2=CC=C(C=C2)F)C=2C=NN(C2)C(F)(F)F